NC1=NC=NN2C1=C(C=C2C=2C(=CC(=C(C(=O)N[C@@H]1CN(C[C@@H]1F)C(=O)C1CCC(CC1)(F)F)C2)C)F)C(F)(F)F 5-[4-amino-5-(trifluoromethyl)pyrrolo[2,1-f][1,2,4]triazin-7-yl]-N-[(3R,4S)-1-(4,4-difluorocyclohexanecarbonyl)-4-fluoropyrrolidin-3-yl]-4-fluoro-2-methylbenzamide